(2S,4R)-4-(2'-cyclopropoxy-3-trifluoromethyl-biphenyl-4-sulfonyl)-1-(1-trifluoromethyl-cyclopropanecarbonyl)-pyrrolidine-2-carboxylic acid (1-cyano-cyclopropyl)-amide C(#N)C1(CC1)NC(=O)[C@H]1N(C[C@@H](C1)S(=O)(=O)C1=C(C=C(C=C1)C1=C(C=CC=C1)OC1CC1)C(F)(F)F)C(=O)C1(CC1)C(F)(F)F